C(C#C)SCCSC(CS)CSCCS 2-((2-(prop-2-yn-1-ylthio)ethyl)thio)-3-((2-mercaptoethyl)thio)-1-propanethiol